ClC=1N=CC2=C(N1)N(C(C=C2)=O)CC2=CC=C(C=C2)C=2N(C=C(N2)C(F)(F)F)C2CC2 2-chloro-8-({4-[1-cyclopropyl-4-(trifluoromethyl)imidazol-2-yl]phenyl}methyl)pyrido[2,3-d]pyrimidin-7-one